N-(2-cyclopropyl-4-fluorophenyl)-N-(4,5-dimethylthiazol-2-yl)-7-nitrobenzo[c][1,2,5]oxadiazol-4-amine C1(CC1)C1=C(C=CC(=C1)F)N(C1=CC=C(C2=NON=C21)[N+](=O)[O-])C=2SC(=C(N2)C)C